ditetradecyl phosphonite P(OCCCCCCCCCCCCCC)OCCCCCCCCCCCCCC